ClC=1C=C(C=C2C(=NC=3N(C12)C=NN3)N(CC(F)F)C3=CC(=CC(=C3)F)C#CC(C(F)F)(C)C)F 9-chloro-N-[3-(4,4-difluoro-3,3-dimethyl-but-1-ynyl)-5-fluoro-phenyl]-N-(2,2-difluoroethyl)-7-fluoro-[1,2,4]triazolo[4,3-a]quinazolin-5-amine